N-(8-amino-6-chloro-2,7-naphthyridin-3-yl)-2-cyano-2-methyl-propionamide NC=1N=C(C=C2C=C(N=CC12)NC(C(C)(C)C#N)=O)Cl